[Cl-].C(C)(C)(C)C1=CC=[N+](C=C1)CCCCCCCCCCCCCCCC 4-tert-Butyl-1-hexadecylpyridinium chloride